OCCSC=1C=C(C(=O)O)C=CC1C 3-((2-hydroxyethyl)thio)-4-methylbenzoic acid